ethyl 5-(4-fluorophenyl)-2-methylfuran-3-carboxylate FC1=CC=C(C=C1)C1=CC(=C(O1)C)C(=O)OCC